N(=C=O)C1CCC(CC1)C1CCC(CC1)N=C=O 4,4'-diisocyanato-1,1'-bi(cyclohexyl)